BrC=1C=CC(=NC1)\C=N\NC1=C2N=CN(C2=NC=N1)[C@@H]1O[C@@H]([C@H]([C@H]1O)O)CO (2R,3R,4S,5R)-2-{6-{2-[(E)-(5-bromopyridin-2-yl)methylene]hydrazino}-9H-purin-9-yl}-5-(hydroxymethyl)tetrahydrofuran-3,4-diol